BrC=1C(=C(C=CC1)N1N=C(N=C1)CN(C(OC(C)(C)C)=O)C)F tert-butyl ((1-(3-bromo-2-fluorophenyl)-1H-1,2,4-triazolyl)methyl)(methyl)carbamate